NC1=C2C(=NC=N1)N(N=C2C2=CC=C(C=C2)NC(=O)C=2C(N(N=C(C2)C(C)C)C2=NC=C(C=C2)F)=O)C2COCC2 N-(4-(4-Amino-1-(tetrahydrofuran-3-yl)-1H-pyrazolo[3,4-d]pyrimidin-3-yl)phenyl)-2-(5-Fluoropyridin-2-yl)-6-isopropyl-3-oxo-2,3-dihydropyridazine-4-carboxamide